FC1=C(C(=C(C=C1OC)OC)F)N1C(N(C2=C(C1)C=NC(=C2)C=2C(=NN(C2)C)C)CC2=NC=CC=C2)=O 3-(2,6-difluoro-3,5-dimethoxyphenyl)-7-(1,3-dimethyl-1H-pyrazol-4-yl)-1-(pyridin-2-ylmethyl)-3,4-dihydropyrido[4,3-d]pyrimidin-2(1H)-one